6-(3,5-dimethoxybenzyl)-8-[3-(methoxymethyl)azetidin-1-yl]-3-methyl-2-(propan-2-yl)imidazo[1,2-c]pyrido[2,3-e]pyrimidin-5(6H)-one COC=1C=C(CN2C(N3C(C4=C2C=C(C=N4)N4CC(C4)COC)=NC(=C3C)C(C)C)=O)C=C(C1)OC